1-octyl-pyridinium C(CCCCCCC)[N+]1=CC=CC=C1